C(C(C)C)C1OCCC(C1)(O)C Tetrahydro-2-isobutyl-4-methyl-4(2H)-pyranol